C(C)CC(CC(=O)[O-])=O.C(C)CC(CC(=O)[O-])=O.C(C)CC(CC(=O)[O-])=O.[B+3] boron tris(ethylacetoacetate)